ClC1=CC(=C2C=C(NC2=C1)C(=O)OC)OC(F)F methyl 6-chloro-4-(difluoromethoxy)-1H-indole-2-carboxylate